7-fluoro-2-p-toluenesulfonyl-1-tetralone FC1=CC=C2CCC(C(C2=C1)=O)S(=O)(=O)C1=CC=C(C)C=C1